BrC1=C(C=2C=NN(C2C=C1C(F)(F)F)C)N 5-bromo-1-methyl-6-(trifluoromethyl)-1H-indazol-4-amine